CC1(CN(C1)CCC=1C(=CC(N(C1)C(C(=O)O)CC(C)C)=O)C(F)(F)F)C (5-(2-(3,3-Dimethylazetidin-1-yl)ethyl)-2-oxo-4-(trifluoromethyl)pyridin-1(2H)-yl)-4-methylpentanoic acid